C(C=C)(=O)N1CCN(CC1)C1=CC(=NC=2CN(CCC12)C1=CC=CC2=CC=CC(=C12)C)C(=O)N[C@@H]1COC[C@H]1N(C)C |r| rac-4-(4-acryloylpiperazin-1-yl)-N-(trans-4-(dimethylamino)tetrahydro-furan-3-yl)-7-(8-methylnaphthalen-1-yl)-5,6,7,8-tetrahydro-1,7-naphthyridine-2-carboxamide